O[C@@H]1C[C@H](N(C1)C([C@H](C(C)(C)C)NC(CCCCCCCCCCCCCCO)=O)=O)C(=O)N[C@@H](C)C1=CC=C(C=C1)C1=C(N=CS1)C (2S,4R)-4-hydroxy-1-[(2S)-2-(15-hydroxypentadecanoylamino)-3,3-dimethyl-butanoyl]-N-[(1S)-1-[4-(4-methylthiazol-5-yl)phenyl]ethyl]pyrrolidine-2-carboxamide